BrC=1C(=C(C(=C2C=CC=NC12)N=CN(C)C)I)F N'-(8-bromo-7-fluoro-6-iodoquinolin-5-yl)-N,N-dimethylmethanimidamide